ClC=1C=C2C=CN(C2=C(C1)C1=C2C(=NC=C1)C=C(S2)CN2C(CN(CC2=O)C2CC2)=O)CC2(CCNCC2)C#N 4-((5-Chloro-7-(2-((4-cyclopropyl-2,6-dioxopiperazin-1-yl)methyl)thieno[3,2-b]pyridin-7-yl)-1H-indol-1-yl)methyl)piperidine-4-carbonitrile